(R)-N4-cyclopropyl-N2-(3-fluoro-5-(piperidin-3-ylamino)phenyl)-5-(furan-3-yl)pyrimidine-2,4-diamine C1(CC1)NC1=NC(=NC=C1C1=COC=C1)NC1=CC(=CC(=C1)N[C@H]1CNCCC1)F